NC1=C(C=CC=C1N)C(F)(F)F 2,3-diaminobenzotrifluoride